ethyl-acrylic acid-6,7-epoxyheptyl ester C(CCCCC1CO1)OC(C(=C)CC)=O